tert-butyl 5-[4-(3,4-dichloro-2-fluoro-anilino)pyrido[3,4-d]pyrimidin-6-yl]-3,6-dihydro-2H-pyridine-1-carboxylate ClC=1C(=C(NC=2C3=C(N=CN2)C=NC(=C3)C3=CCCN(C3)C(=O)OC(C)(C)C)C=CC1Cl)F